rac-6-(1-Isopropyl-1H-pyrazol-3-yl)-4-(3-methoxypiperidin-1-yl)-5-methyl-2-(1-methyl-1H-imidazol-2-yl)thieno[2,3-d]pyrimidine C(C)(C)N1N=C(C=C1)C1=C(C2=C(N=C(N=C2N2C[C@@H](CCC2)OC)C=2N(C=CN2)C)S1)C |r|